3,5-dimethyl-2-[6-[(2S)-2-(sulfanylmethyl)morpholin-4-yl]pyridazin-3-yl]phenol CC=1C(=C(C=C(C1)C)O)C=1N=NC(=CC1)N1C[C@H](OCC1)CS